(5-(6-(pyridin-2-yl)-1H-benzo[d]imidazol-2-yl)-1H-pyrrol-3-yl)(2-(trifluoromethyl)phenyl)methanone N1=C(C=CC=C1)C=1C=CC2=C(NC(=N2)C2=CC(=CN2)C(=O)C2=C(C=CC=C2)C(F)(F)F)C1